CC=1N(C2=CC=CC=C2C1)CCNC1=NC=NC(=C1)C1=CC=C(C=C1)C=1SC=CN1 [2-(2-Methyl-indol-1-yl)-ethyl]-[6-(4-thiazol-2-yl-phenyl)-pyrimidin-4-yl]-amine